C(=O)(O)COC(C(=O)O)CC(=O)O carboxymethyloxysuccinic acid